(1S,2R,4S)-4-(2-amino-6-oxo-1H-purin-9(6H)-yl)-2-(hydroxymethyl)-3-methylenecyclopentyl 3-methylbutanoate CC(CC(=O)O[C@@H]1[C@H](C([C@H](C1)N1C=2N=C(NC(C2N=C1)=O)N)=C)CO)C